(S)-1-tosylpyrrolidine-2-carboxamide S(=O)(=O)(C1=CC=C(C)C=C1)N1[C@@H](CCC1)C(=O)N